N(=C=O)[C@@H](C(=O)OC)C1=CC=CC=C1 (R)-methyl 2-isocyanato-2-phenylacetate